CP([O-])([O-])([O-])C1=CC=CC=C1 methylphenylphosphite